N-((1r,3r)-3-((8-((4-((7-fluoro-1-methyl-1H-benzo[d]imidazol-5-yl)oxy)-3-methylphenyl)amino)pyrimido[5,4-d]pyrimidin-2-yl)oxy)cyclobutyl)-N-methylacrylamide FC1=CC(=CC2=C1N(C=N2)C)OC2=C(C=C(C=C2)NC2=NC=NC1=C2N=C(N=C1)OC1CC(C1)N(C(C=C)=O)C)C